[Si](C)(C)(C(C)(C)C)OC[C@@H](C1=C(C(=CC=C1)Cl)F)NC(CCl)=O (R)-N-(2-(tert-butyldimethylsilyloxy)-1-(3-chloro-2-fluorophenyl)ethyl)-2-chloroacetamide